1-(4-((5-amino-6-fluoro-7-(8-methyl-2,3-dihydro-1H-pyrido[2,3-b][1,4]oxazin-7-yl)quinazolin-2-yl)amino)phenyl)-N-methylcyclobutane-1-carboxamide NC1=C2C=NC(=NC2=CC(=C1F)C1=C(C2=C(OCCN2)N=C1)C)NC1=CC=C(C=C1)C1(CCC1)C(=O)NC